(1S,2R)-6-Chloro-2-hydroxy-1,2,3,4-tetrahydronaphthalin-1-yl-carbamat ClC=1C=C2CC[C@H]([C@H](C2=CC1)NC([O-])=O)O